ONC(=O)C1OC2=CC(=CC=C2CC1)OCC1=CC=C(C=C1)C N-hydroxy-7-((4-methylbenzyl)oxy)chromane-2-carboxamide